secpentylalcohol C(C)(CCC)O